CN(C1CCN(CC1)C(CN1CCC(CC1)NC1=C2C=C(N(C2=CC=C1)CC(F)(F)F)C#CCNC=1C=CC(=NC1)C(C#N)(C)C)=O)C 2-{5-[(3-{4-[(1-{2-[4-(dimethylamino)piperidin-1-yl]-2-oxoethyl}piperidin-4-yl)amino]-1-(2,2,2-trifluoroethyl)-1H-indol-2-yl}prop-2-yn-1-yl)amino]pyridin-2-yl}-2-methylpropanenitrile